C12CC3CC(CC(C1)C3)C2 tricyclo[3.3.1.13,7]-decane